1-(4-bromo-3-chlorophenyl)-3-methylpyridin-2(1H)-one BrC1=C(C=C(C=C1)N1C(C(=CC=C1)C)=O)Cl